2'-[6-amino-5-(trifluoromethyl)pyridin-3-yl]-N-[1-(1-methyl-1H-pyrazol-4-yl)ethyl]-5',6'-dihydrospiro[azetidine-3,4'-pyrrolo[1,2-b]pyrazole]-1-carboxamide NC1=C(C=C(C=N1)C=1C=C2N(N1)CCC21CN(C1)C(=O)NC(C)C=1C=NN(C1)C)C(F)(F)F